bis-(p-methylbenzylidene)sorbitol CC1=CC=C(C=C([C@H]([C@H]([C@@H]([C@H](C(O)=CC2=CC=C(C=C2)C)O)O)O)O)O)C=C1